ClC1=CC=2N(C=C1)C=NC2CC(=O)NC2=NC=NC(=C2)NCC=2N=C1N(C=C(C=C1N1C(CCC1)=O)C1CC1)C2 2-(7-chloroimidazo[1,5-a]pyridin-1-yl)-N-(6-(((6-cyclopropyl-8-(2-oxopyrrolidin-1-yl)imidazo[1,2-a]pyridin-2-yl)methyl)amino)pyrimidin-4-yl)acetamide